7,8-Diaminononanoat NC(CCCCCC(=O)[O-])C(C)N